Ethyl 3-[6-({5-[2-ethoxy-6-(trifluoromethyl)pyridin-4-yl]-7-({[1-(methoxymethyl)cyclopentyl]methyl} (methyl)amino)-1H-imidazo[4,5-b]pyridin-2-yl}carbamoyl)pyridin-3-yl]propanoate C(C)OC1=NC(=CC(=C1)C1=CC(=C2C(=N1)N=C(N2)NC(=O)C2=CC=C(C=N2)CCC(=O)OCC)N(C)CC2(CCCC2)COC)C(F)(F)F